BrC1=CC(=C(C=C1)C=1N=NN(C1)C1=NC(=NC(=C1)C)N1CC(C(CC1)(F)F)C=C)N1CCC(CC1)CC=C 4-(4-{4-bromo-2-[4-(prop-2-en-1-yl)piperidin-1-yl]phenyl}-1H-1,2,3-triazol-1-yl)-2-(3-vinyl-4,4-difluoropiperidin-1-yl)-6-methylpyrimidine